CC1=C(N=NC(=C1C)N1CC=2C=C(C=NC2CC1)C=1C(=NN(C1C)C)C)C#N 4,5-dimethyl-6-(3-(1,3,5-trimethyl-1H-pyrazol-4-yl)-7,8-dihydro-1,6-naphthyridin-6(5H)-yl)pyridazine-3-carbonitrile